OC12[C@@](OC=3C=NC=C(C31)OC)(C([C@H]([C@H]2O)CNCC=2C=NC=CC2)C2=CC=CC=C2)C2=CC=C(C#N)C=C2 rac-4-((5r,6s,7ar)-4b,5-dihydroxy-4-methoxy-7-phenyl-6-(((pyridin-3-ylmethyl)amino)methyl)-4b,5,6,7-tetrahydro-7aH-cyclopenta[4,5]furo[2,3-c]pyridin-7a-yl)benzonitrile